N1C(CC1)COC=1C(=CC(=C(C(=O)NC2(CC2)C2=CC=CC3=CC=CC=C23)C1)C)[N+](=O)[O-] 5-(Azetidin-2-ylmethoxy)-2-methyl-N-(1-(naphthalen-1-yl)cyclopropyl)-4-nitrobenzamide